1-(7-(6-(3-(dimethylamino)propoxy)pyridin-3-yl)quinoxalin-2-yl)-3-(3-meth-oxyphenyl)-1-methylurea CN(CCCOC1=CC=C(C=N1)C1=CC=C2N=CC(=NC2=C1)N(C(=O)NC1=CC(=CC=C1)OC)C)C